C(C=C)(=O)NC1=CC=C(C=C1)C1=C(C=2C(=NC=C(C2N1C)C#N)N)C1=CC(=C(C(=O)NC2(CC2)C)C=C1)OC 4-(2-(4-acrylamidophenyl)-4-amino-7-cyano-1-methyl-1H-pyrrolo[3,2-c]pyridin-3-yl)-2-methoxy-N-(1-methylcyclopropyl)benzamide